CN(C)CC=1NC=CC1 N,N-dimethyl-1-(1H-pyrrol-2-yl)methylamine